C(C)(C)(C)OC(=O)NC1=C(N=C(S1)C1CCN(CC1)C)C(=O)OC methyl 5-((tert-butoxycarbonyl)amino)-2-(1-methylpiperidin-4-yl)thiazole-4-carboxylate